FC=1C=C(CC2CCN(CC2)C=2N=CC(N(C2)C)=O)C=C(C1)F 4-(3,5-difluorobenzyl)-N-(4-methyl-5-oxo-4,5-dihydropyrazin-2-yl)piperidine